decyldimethylbenzylammonium hydroxide [OH-].C(CCCCCCCCC)[N+](CC1=CC=CC=C1)(C)C